C1(=CC=CC=C1)[C@@H](C)N1N=NC=C1 1-((R)-1-phenylethyl)-1H-1,2,3-triazol